tert-butyl 4-[3-[[1-(4-bromo-2-pyridyl)-4-piperidyl]oxy]cyclobutoxy]piperidine-1-carboxylate BrC1=CC(=NC=C1)N1CCC(CC1)OC1CC(C1)OC1CCN(CC1)C(=O)OC(C)(C)C